C(#N)C=1C=CC(=C(C1)C1=C(C(N(C(=C1)C(C)C)C)=O)C(=O)N)N1CCC(CC1)OC1=C(C=C(C=C1)F)F 5-cyano-2-(4-(2,4-difluorophenoxy)piperidin-1-yl)phenyl-6-isopropyl-1-methyl-2-oxo-1,2-dihydropyridine-3-carboxamide